3,5-octadienoic acid C(CC=CC=CCC)(=O)O